FC1=CC=C(C=C1)C1=NN2C(COCC2)=C1 2-(4-fluorophenyl)-6,7-dihydro-4H-pyrazolo[5,1-c][1,4]oxazine